1,3,5-triazinidone N1=[C-]NC(N=C1)=O